1-benzyl 7'-methyl 8'-methyl-3'H-dispiro[azetidine-3,2'-[1]benzopyran-4',2''-[1,3]dioxolane]-1,7'-dicarboxylate CC1=C(C=CC2=C1OC1(CC23OCCO3)CN(C1)C(=O)OCC1=CC=CC=C1)C(=O)OC